2-(trifluoromethyl)-4-((2R,5S)-2-(trifluoromethyl)-5-((2,4,5-trifluorophenoxy)methyl)oxazolidin-3-yl)benzonitrile FC(C1=C(C#N)C=CC(=C1)N1[C@H](O[C@@H](C1)COC1=C(C=C(C(=C1)F)F)F)C(F)(F)F)(F)F